hexahydrobenzyl cyanoacrylate C(#N)C(C(=O)OCC1CCCCC1)=C